2-(4-isopropyl-5-(8-methoxy-[1,2,4]triazolo[1,5-a]pyridin-6-yl)-1H-pyrazol-3-yl)-5-(1-((tetrahydro-2H-pyran-4-yl)methyl)piperidin-4-yl)-4-(trifluoromethyl)thiazole C(C)(C)C=1C(=NNC1C=1C=C(C=2N(C1)N=CN2)OC)C=2SC(=C(N2)C(F)(F)F)C2CCN(CC2)CC2CCOCC2